2,5-bis((2,3,6,7-tetrahydro-1H,5H-pyrido[3,2,1-ij]quinolin-9-yl)methylene)cyclopentan-1-one C1CCN2C3=C(C=C(C=C13)C=C1C(C(CC1)=CC=1C=C3CCCN4C3=C(C1)CCC4)=O)CCC2